COC=1C=C(C=CC1OC)C1=CC=NC=2N1N(CC2)C2=CC=C(C=C2)C(C)C 7-(3,4-dimethoxyphenyl)-N-(4-isopropylphenyl)pyrazolo[1,5-a]pyrimidine